C(#N)C1(CC1)NS(=O)(=O)C1=CC=C2C3=C(N(C2=C1)C=1SC(=NN1)C(F)F)N=CN=C3N3CCC(CC3)(F)F N-(1-Cyanocyclopropyl)-9-(5-(difluoromethyl)-1,3,4-thiadiazol-2-yl)-4-(4,4-difluoropiperidin-1-yl)-9H-pyrimido[4,5-b]indole-7-sulfonamide